C(=O)(OC)C1=CC=C(C=C1)B(O)O (4-carbomethoxyphenyl)boronic acid